C[C@@H]1N(CC[C@H]2[C@@H](CCC[C@H]12)[C@@H](C(F)(F)F)O)C(CC1=C(C(=NC=C1Cl)C(C)=O)Cl)=O 1-[(1S,4aR,5R,8aS)-1-methyl-5-[(1S)-2,2,2-trifluoro-1-hydroxy-ethyl]-3,4,4a,5,6,7,8,8a-octahydro-1H-isoquinolin-2-yl]-2-(2-acetyl-3,5-dichloro-4-pyridyl)ethanone